β-D-maltose C([C@@H]1[C@H]([C@@H]([C@H]([C@H](O1)O[C@@H]2[C@H](O[C@H]([C@@H]([C@H]2O)O)O)CO)O)O)O)O